5-(4-chloro-2-fluoro-phenyl)-2,3-dimethyl-7-(2-(5-pyrimidinyl)-4-morpholinyl)pyrido-[4,3-d]pyrimidin-4(3H)-one ClC1=CC(=C(C=C1)C1=NC(=CC=2N=C(N(C(C21)=O)C)C)N2CC(OCC2)C=2C=NC=NC2)F